Niobium nitrogen [N].[Nb]